ClC1=C(C=C(C=C1)[C@]12[C@@H]([C@H]([C@@H]([C@](CO1)(O2)C(C)(C)O)O)O)O)CC2=CC=C(OCCCC(=O)O)C=C2 4-[4-[[2-chloro-5-[(1S,2S,3S,4R,5S)-2,3,4-trihydroxy-1-(1-hydroxy-1-methyl-ethyl)-6,8-dioxabicyclo[3.2.1]octan-5-yl]phenyl]methyl]phenoxy]butyric acid